FC(C(F)(F)F)([C@]1(CN(CC1)C(C)(C)C=1C=NC(=CC1)C)CCC=1SC(=CC1)F)NC(=O)N |o1:6| 1-(1,2,2,2-tetrafluoro-1-((R or S)-3-(2-(5-fluoro-thiophen-2-yl)ethyl)-1-(2-(6-methylpyridin-3-yl)propan-2-yl)pyrrolidin-3-yl)ethyl)urea